F[C@@]1(CN(CC1)C(=O)OC(C)(C)C)COC=1C=NC(=CC1)[N+](=O)[O-] tert-butyl (S)-3-fluoro-3-(((6-nitropyridin-3-yl)oxy)methyl)pyrrolidine-1-carboxylate